C(C=C)(=O)OC(C=C)=O acrylic acid anhydride